(5-(4-bromophenyl)furan-2-yl)(morpholin) BrC1=CC=C(C=C1)C1=CC=C(O1)N1CCOCC1